2-(2-(tert-butyldiphenylsiloxy)ethoxy)-8-(2-fluoro-4-iodoanilino)-2,6-naphthyridin-1(2H)-one O([Si](C1=CC=CC=C1)(C1=CC=CC=C1)C(C)(C)C)CCON1C(C2=C(C=NC=C2C=C1)NC1=C(C=C(C=C1)I)F)=O